ClC1=CC=C2C(=CNC2=C1)S(=O)(=O)NC1=NC=C(C(=N1)OC)OCCC(F)F 6-chloro-N-[5-(3,3-difluoropropoxy)-4-methoxy-pyrimidin-2-yl]-1H-indole-3-sulfonamide